C(\C=C\C1=CC(O)=C(O)C=C1)(=O)SCCNC(CCNC([C@@H](C(COP(OP(OC[C@@H]1[C@H]([C@H]([C@@H](O1)N1C=NC=2C(N)=NC=NC12)O)OP(=O)(O)O)(=O)O)(=O)O)(C)C)O)=O)=O caffeoyl-coa